N(=C=O)C1(CC(CC=C1)(C)N=C=O)C 1,3-diisocyanato-meta-xylene